4-(3'-(3-aminopropoxy)-3-nitro-[1,1'-biphenyl]-4-yl)-2,6-dimethyl-1,4-dihydropyridine-3,5-dicarboxylic acid dimethyl ester COC(=O)C1=C(NC(=C(C1C1=C(C=C(C=C1)C1=CC(=CC=C1)OCCCN)[N+](=O)[O-])C(=O)OC)C)C